ClC1=C(C=C(C=C1)C(CNC)NC)F 1-(4-chloro-3-fluoro-phenyl)-N',N-dimethyl-ethane-1,2-diamine